ON1CC=CC2=CC=CC=C12 1-hydroxyquinolin